1-Nitro-3-(perfluorobutan-2-yl)benzene [N+](=O)([O-])C1=CC(=CC=C1)C(C(F)(F)F)(C(C(F)(F)F)(F)F)F